C(C)S(=O)(=O)N1CC(N(CC1)C=1NC(C=C(C1)C1=C2C(=NC=C1)NC(=C2)C#N)=O)C(F)(F)F 4-[2-[4-ethanesulfonyl-2-(trifluoromethyl)piperazin-1-yl]-6-oxo-1H-pyridin-4-yl]-1H-pyrrolo[2,3-b]pyridine-2-carbonitrile